C(C1=CC=CC=C1)O[C@@H]([C@@H](C(=O)NC)NC(=O)[C@@H]1CN(CC12CN(C2)C(CC2CC2)=O)C(=O)C=2C=NN(C2)C2OCCCC2)C (8S)-N-((2S,3R)-3-(benzyloxy)-1-(methylamino)-1-oxobutan-2-yl)-2-(2-cyclopropylacetyl)-6-(1-(tetrahydro-2H-pyran-2-yl)-1H-pyrazole-4-carbonyl)-2,6-diazaspiro[3.4]octane-8-carboxamide